5-bromo-3-((4-chloro-phenylimino)methyl)-2-(isobutyryloxy)phenyl 3-methylbenzoate CC=1C=C(C(=O)OC2=C(C(=CC(=C2)Br)C=NC2=CC=C(C=C2)Cl)OC(C(C)C)=O)C=CC1